CC(CCC=C(C)C)=C1CC=C(CC1)C 4-(1,5-dimethyl-4-hexen-1-ylidene)-1-methylcyclohexene